NC1=C(C=2N(C(=N1)N1CCC3(CC1)[C@@H](C1=CC=CC=C1C3)N)C=CN2)SC2=C(C(=NC=C2)N)Cl (S)-1'-(7-amino-8-((2-amino-3-chloropyridin-4-yl)thio)imidazo[1,2-c]pyrimidin-5-yl)-1,3-dihydrospiro[indene-2,4'-piperidin]-1-amine